C(C)(=O)O[C@H]1[C@@H](SC=2C=NC=C(C2)Cl)O[C@@H]([C@@H]([C@@H]1N1N=NC(=C1)C=1SC=CN1)OC(C)=O)COC(C)=O 5-chloropyridin-3-yl 2,4,6-tri-O-acetyl-3-deoxy-3-[4-(2-thiazolyl)-1H-1,2,3-triazol-1-yl]-1-thio-alpha-D-galactopyranoside